CN1CCC2=C1N=C(N=C2C2=C1C=NNC1=CC=C2C)SC 7-methyl-4-(5-methyl-1H-indazol-4-yl)-2-(methylthio)-6,7-dihydro-5H-pyrrolo[2,3-d]pyrimidine